C1CCC2=C(C=3CCCC3C=C12)NC(=O)NS(=O)(=O)C=1OC2=C(C1)C(CC(C2)C(C)C)(C)O N-((1,2,3,5,6,7-hexahydro-s-indacen-4-yl)carbamoyl)-4-hydroxy-6-isopropyl-4-methyl-4,5,6,7-tetrahydrobenzofuran-2-sulfonamide